1,3,5-tris[(5-isocyanato-1,3,3-trimethylcyclohexyl)methyl]-1,3,5-triazinane-2,4,6-trione N(=C=O)C1CC(CC(C1)(C)CN1C(N(C(N(C1=O)CC1(CC(CC(C1)N=C=O)(C)C)C)=O)CC1(CC(CC(C1)N=C=O)(C)C)C)=O)(C)C